5-(4-((6-((N-ethylsulfamoyl)amino)pyridazin-4-yl)methyl)piperazin-1-yl)-N,6-dimethylpicolinamide C(C)NS(=O)(=O)NC1=CC(=CN=N1)CN1CCN(CC1)C=1C=CC(=NC1C)C(=O)NC